2-(4,5-Dihydro-1H-pyrazol-1-yl)-6-(5-(7-ethyl-7H-imidazo[4,5-c]pyridazin-4-yl)-2-fluorophenyl)-5-methoxybenzo[d]oxazole N1(N=CCC1)C=1OC2=C(N1)C=C(C(=C2)C2=C(C=CC(=C2)C=2C1=C(N=NC2)N(C=N1)CC)F)OC